C(CCC)C1C(NC(NC1=O)=O)=O 5-butylbarbituric acid